N-cyclopentyl-5-[(R)-(1,3-dimethyl-azetidin-3-yl)-hydroxy-(4-isopropyl-phenyl)-methyl]-nicotinic acid amide C1(CCCC1)NC(C1=CN=CC(=C1)[C@](C1=CC=C(C=C1)C(C)C)(O)C1(CN(C1)C)C)=O